C(C)(C)(C)OC(NC1=CC(=C(C=C1)NC[C@H]1OCC1)N)=O (S)-(3-amino-4-((oxetan-2-ylmethyl)amino)phenyl)carbamic acid tert-butyl ester